S(=O)(=O)(O)O.C(=C)N1CN(C=C1)CC 1-vinyl-3-ethylimidazole hydrogensulfate